O=C1NCCCC1 (3S)-2-oxopiperidin